tert-Butyl 5-fluoro-3-iodo-1H-indole-1-carboxylate FC=1C=C2C(=CN(C2=CC1)C(=O)OC(C)(C)C)I